OC=1C=C(C=CC1O)C=1N=C(SC1)C(C(=O)N)(C)C1=CC=C(C=C1)CC(C)C (4-(3,4-dihydroxyphenyl)thiazol-2-yl)-2-(4-isobutylphenyl)propanamide